Br.BrCCNCCCN N-(2-bromoethyl)-1,3-propylenediamine hydrobromide